C=C\C=C\C=C/CCCCC (3E,5Z)-undeca-1,3,5-triene